COC1=C2C(NC(=NC2=CC(=C1OC)OC)C(C1=C(C=CC=C1)C)=O)=O 5,6,7-trimethoxy-2-(2-methylbenzoyl)quinazolin-4(3H)-one